3-Bocphenylboronic acid C(=O)(OC(C)(C)C)C=1C=C(C=CC1)B(O)O